4-(5-hydroxy-5-(3-hydroxy-1-methyl-1H-pyrazol-5-yl)octahydropentalen-2-yl)-1-methyl-1H-imidazole-5-carboxamide OC1(CC2CC(CC2C1)C=1N=CN(C1C(=O)N)C)C1=CC(=NN1C)O